2,2'-methylene-bis(4,6-di-tert-butylphenol) phosphate lithium salt [Li+].P(=O)([O-])([O-])OC1=C(C=C(C=C1C(C)(C)C)C(C)(C)C)CC1=C(C(=CC(=C1)C(C)(C)C)C(C)(C)C)O.[Li+]